C(C)S(=O)(=N)C1=CC=C(C(=O)N)C=C1 4-(S-ethylsulfonimidoyl)benzamide